N1C=C(C2=CC=CC=C12)C1=NC(=NC=C1)NC=1C(=CC(=C(C1)NC(\C=C\CN(C)C)=O)OC)OC (E)-N-(5-((4-(1H-indol-3-yl)pyrimidin-2-yl)amino)-2,4-dimethoxyphenyl)-4-(dimethylamino)but-2-enamide